N=1N(C=CC1)N 2-pyrazole-amine